O1N=NC(=C1)N1CCC1 oxadiazolyl-azetidin